CC=1C=CC(=C2C=CC=NC12)N[C@@H]1CN(CC1)CC(=O)N1[C@@H](CCC1)C#N (2S)-1-[2-[(3S)-3-[(8-methyl-5-quinolyl)amino]pyrrolidin-1-yl]acetyl]pyrrolidine-2-carbonitrile